(S)-2-((2-(6-(4-fluorophenylethoxy)-1H-indol-1-yl)ethyl)amino)propan-1-ol tert-butyl-2-chloro-4H-thieno[3,2-B]pyrrole-4-carboxylate C(C)(C)(C)C1=C(SC2=C1N(C=C2)C(=O)OC[C@H](C)NCCN2C=CC1=CC=C(C=C21)OCCC2=CC=C(C=C2)F)Cl